CN1C=NC(=C1)S(=O)(=O)N1CC(CC1)C(=O)N1CCN(CC1)C1=CC=NC2=CC=CC=C12 (1-((1-methyl-1H-imidazol-4-yl)sulfonyl)pyrrolidin-3-yl)(4-(quinolin-4-yl)piperazin-1-yl)methanone